[Cl-].C1(CCCCC1)OC([C@H](C)N[P@@](=O)(OC1=CC=CC=C1)OC[C@H]1OC[C@H](O1)N1C(N=C(C(=C1)F)[NH3+])=O)=O 1-((2s,4S)-2-((((S)-(((S)-1-(cyclohexyloxy)-1-oxopropan-2-yl)amino)(phenoxy)phosphoryl)oxy)methyl)-1,3-dioxolan-4-yl)-5-fluoro-2-oxo-1,2-dihydropyrimidin-4-aminium chloride